1-[(2-ethoxyphenyl)carbonyl]piperidin C(C)OC1=C(C=CC=C1)C(=O)N1CCCCC1